1-(Tert-Butoxycarbonyl)-6-methylazepine-3-carboxylic acid C(C)(C)(C)OC(=O)N1C=C(C=CC(=C1)C)C(=O)O